(RS)-2-(1H-indol-6-yl)-4-methyl-3-(pyridin-4-yl)-4,5,6,7-tetrahydropyrazolo[1,5-a]pyrazine hydrogen chloride Cl.N1C=CC2=CC=C(C=C12)C1=NN2C([C@H](NCC2)C)=C1C1=CC=NC=C1 |r|